2-(3-(Propan-2-yl)-5H,6H,7H-pyrrolo[2,1-c][1,2,4]triazol-7-yl)ethyl 4-methylbenzenesulfonate CC1=CC=C(C=C1)S(=O)(=O)OCCC1CCN2C1=NN=C2C(C)C